N1(N=NC2=C1C=CC=C2)C(=O)C2=CC(=CC=C2)O[Si](C)(C)C(C)(C)C (1H-benzo[d][1,2,3]triazol-1-yl)(3-((tert-butyldimethylsilyl)oxy)phenyl)methanone